[6-(3,6-dimethoxy-9H-carbazol-9-yl)hexyl]phosphonic acid COC=1C=CC=2N(C3=CC=C(C=C3C2C1)OC)CCCCCCP(O)(O)=O